N-(furan-2-ylmethyl)-2-(((9-methyl-4-oxo-4H-pyrido[1,2-a]pyrimidin-2-yl)methyl)amino)benzamide O1C(=CC=C1)CNC(C1=C(C=CC=C1)NCC=1N=C2N(C(C1)=O)C=CC=C2C)=O